1-(3-(3-(4-chlorophenyl)-1-((trimethylsilyl)oxy)propoxy)propyl)piperidine ClC1=CC=C(C=C1)CCC(OCCCN1CCCCC1)O[Si](C)(C)C